(3S)-3-fluoro-N-((1R)-2-((3-fluoro-4-(trimethylsilyl)phenyl)amino)-1-(4-(methoxymethyl)phenyl)-2-oxoethyl)pyrrolidine-1-carboxamide F[C@@H]1CN(CC1)C(=O)N[C@@H](C(=O)NC1=CC(=C(C=C1)[Si](C)(C)C)F)C1=CC=C(C=C1)COC